N-(2,5-difluorophenyl)thiomorpholine-4-sulfonamide FC1=C(C=C(C=C1)F)NS(=O)(=O)N1CCSCC1